(S)-1-(difluoromethylene)-5-(5-methyl-3-((tetrahydrofuran-3-yl)amino)-1,2,4-triazine-6-yl)-2,3-dihydro-1H-indene-4-ol FC(=C1CCC=2C(=C(C=CC12)C1=C(N=C(N=N1)N[C@@H]1COCC1)C)O)F